4-chloro-3-fluoro-2-methoxy-1-methyl-5-(2,2,2-trifluoro-1,1-dimethyl-ethyl)benzene ClC1=C(C(=C(C=C1C(C(F)(F)F)(C)C)C)OC)F